tert-butyl (1-(cyclopropylmethyl)-6-hydroxy-1H-benzo[d]imidazol-2-yl)carbamate C1(CC1)CN1C(=NC2=C1C=C(C=C2)O)NC(OC(C)(C)C)=O